N1CCC(CC1)C=1SC2=C(N1)C=C(C=C2)C2N(C[C@H](CC2)C)S(=O)(=O)C2=CC=C(C=C2)C |r| 2-(4-piperidyl)-5-[rac-(5S)-5-methyl-1-(p-tolylsulfonyl)-2-piperidyl]-1,3-benzothiazole